pyrimidineate N1=C(N=CC=C1)C(=O)[O-]